2-(6-(((1R,3S,5S,6R)-6-fluoro-8-azabicyclo[3.2.1]octan-3-yl)oxy)pyridazin-3-yl)-5-(1H-imidazol-1-yl)phenol F[C@H]1[C@@H]2C[C@H](C[C@H](C1)N2)OC2=CC=C(N=N2)C2=C(C=C(C=C2)N2C=NC=C2)O